N1CC(C1)N1N=CC(=C1)C1=NC=CC(=C1Cl)C=1C(=C(C=CC1)C1=CC=C(C(=N1)OC)CNC[C@H]1CCC(N1)=O)Cl (R)-5-((((6-(3-(2-(1-(azetidin-3-yl)-1H-pyrazol-4-yl)-3-chloropyridin-4-yl)-2-chlorophenyl)-2-methoxypyridin-3-yl)methyl)amino)methyl)pyrrolidin-2-one